ClC1=C(C=CC=C1Cl)C(C)N1CCC(CC1)N(S(=O)(=O)C)CC(=O)NCC(NCC#C)=O 2-(N-(1-(1-(2,3-dichlorophenyl)ethyl)piperidin-4-yl)methylsulfonamido)-N-(2-oxo-2-(prop-2-yn-1-ylamino)ethyl)acetamide